NCC1=CC(=C(C(=C1)C)NC(=O)C1=CC2=C(OCCC3=C2SC=C3)C=C1C=1C(=NC(=CC1)C(NC13CC2(CC(CC(C1)C2)C3)CC)=O)C(=O)O)C 3-(9-((4-(aminomethyl)-2,6-dimethylphenyl)carbamoyl)-4,5-dihydrobenzo[b]thieno[2,3-d]oxepin-8-yl)-6-(((1r,3s)-3-ethyladamantan-1-yl)carbamoyl)picolinic acid